NC1=NN(C=C1)C=1C=C(C(=O)NC)C=CC1 3-(3-amino-1H-pyrazol-1-yl)-N-methylbenzamide